N1C=CC2=CC(=CC=C12)C1=CC=C(S1)C(=O)NC(C)C 5-(1H-indol-5-yl)-N-isopropylthiophene-2-carboxamide